N-{(1R)-1-[5-(1-Ethyl-1H-pyrazol-3-carbonyl)-5,6,7,8-tetrahydro-1,5-naphthyridin-2-yl]ethyl}-4-fluorobenzamid C(C)N1N=C(C=C1)C(=O)N1C=2C=CC(=NC2CCC1)[C@@H](C)NC(C1=CC=C(C=C1)F)=O